ClC1=C(C=C(C=C1)C1=CN(C(C=C1)=O)C(C)C)CC(C(=O)NC1=CC=C(C=C1)C=1C(=NNC1C)C)NC(=O)C=1N(N=CC1)C N-[1-[[2-chloro-5-(1-isopropyl-6-oxo-3-pyridyl)phenyl]methyl]-2-[4-(3,5-dimethyl-1H-pyrazol-4-yl)anilino]-2-oxo-ethyl]-2-methyl-pyrazole-3-carboxamide